C(C1=CC=CC=C1)SC=1OC2=C(N1)C=CC=C2 2-(benzylthio)benzoxazole